[N+](=O)([O-])C1=NN(C=C1)CCCC(=O)OCC Ethyl 4-(3-nitropyrazol-1-yl)butanoate